N2-(N2-(4-(3-(2-(2-azidoethoxy)ethoxy)propanamido)butanoyl)-N6-(3-(2-(2-azidoethoxy)ethoxy)propanoyl)-L-lysyl)-N6-(3-(2-(2-azidoethoxy)ethoxy)propanoyl)-L-lysine N(=[N+]=[N-])CCOCCOCCC(=O)NCCCC(=O)N[C@@H](CCCCNC(CCOCCOCCN=[N+]=[N-])=O)C(=O)N[C@@H](CCCCNC(CCOCCOCCN=[N+]=[N-])=O)C(=O)O